(7-Chloro-3-methyl-3H-imidazo[4,5-b]pyridin-5-yl)-(2-methyl-1-trifluoromethyl-propyl)-amine ClC1=C2C(=NC(=C1)NC(C(C)C)C(F)(F)F)N(C=N2)C